(2Z)-3-[3-cyano-1-(oxan-2-yl)indazol-6-yl]-N-(2,5-dimethylpyridin-3-yl)-2-fluoroprop-2-enamide C(#N)C1=NN(C2=CC(=CC=C12)\C=C(\C(=O)NC=1C(=NC=C(C1)C)C)/F)C1OCCCC1